O[C@@H]1C[C@H](CCC1)O[C@@H](CN1C(N(C(C2=C1SC(=C2C)C=2OC=CN2)=O)C(C(=O)O)(C)C)=O)C2=CC=CC=C2 2-(1-((R)-2-(((1S,3S)-3-hydroxycyclohexyl)oxy)-2-phenylethyl)-5-methyl-6-(oxazol-2-yl)-2,4-dioxo-1,2-dihydrothieno[2,3-d]pyrimidin-3(4H)-yl)-2-methylpropanoic acid